Methyl-N2-(tert-butoxycarbonyl)-N5-(2-ethoxyethyl)-N5-methyl-D-glutaminate COC([C@H](NC(=O)OC(C)(C)C)CCC(N(C)CCOCC)=O)=O